COC(C1=CC(=C(C=C1)OC(F)F)O)=O 3-Hydroxy-4-(difluoromethoxy)-benzoic acid methyl ester